2,3-dihydrobenzofuran-4-yl-dimethylphosphine oxide O1CCC2=C1C=CC=C2P(C)(C)=O